ethyl (S)-7-isopropyl-11-oxo-4-(((trifluoromethyl)sulfonyl)oxy)-2,6,7,11-tetrahydro-1H-furo[2,3-h]pyrido[2,1-a]isoquinoline-10-carboxylate C(C)(C)[C@H]1N2C(C=3C4=C(C(=CC3C1)OS(=O)(=O)C(F)(F)F)OCC4)=CC(C(=C2)C(=O)OCC)=O